CC=1C=C(C=CC1C)N1N=C(C=2C=NC=3C=CC=CC3C21)C2=CC(=C(OCCN1CCOCC1)C=C2)OC 4-(2-{4-[1-(3,4-dimethylphenyl)-1H-pyrazolo[4,3-c]quinolin-3-yl]-2-methoxyphenoxy}ethyl)morpholine